((1R,3R)-1-(4-bromo-2,6-difluorophenyl)-3-methyl-3,4-dihydro-1H-pyrido[3,4-b]indol-2(9H)-yl)-2,2-difluoropropan-1-ol BrC1=CC(=C(C(=C1)F)[C@H]1N([C@@H](CC2=C1NC1=CC=CC=C21)C)C(C(C)(F)F)O)F